2-[[5-bromo-2-[4-[2-[2-[2-[2-(2-oxoethoxy)ethoxy]ethoxy]ethoxy]ethylsulfamoyl]anilino]pyrimidin-4-yl]amino]-6-fluoro-benzamide BrC=1C(=NC(=NC1)NC1=CC=C(C=C1)S(NCCOCCOCCOCCOCC=O)(=O)=O)NC1=C(C(=O)N)C(=CC=C1)F